FC1=C(C=C(C=C1)N1N=C(C(=C1)C=1C=C2CCNC(C2=CC1)=O)C)NC(C=C)=O N-(2-fluoro-5-(3-methyl-4-(1-oxo-1,2,3,4-tetrahydroisoquinolin-6-yl)-1H-pyrazol-1-yl)phenyl)acrylamide